C1(CC1)C1=C(C=C(C(=O)OC)C=C1)S(NC1=C(C=C(C(=C1)C1=CC=NN1C)F)N1C=CC=C1)(=O)=O methyl 4-cyclopropyl-3-(N-(4-fluoro-5-(1-methylpyrazol-5-yl)-2-(pyrrol-1-yl)phenyl)sulfamoyl)benzoate